C(C=CC)N1N=C2C(N(C(C=C2N2[C@H](CN([C@@H](C2)C)[C@@H](C)C=2C=C3N=C(C=NC3=CC2)C)C)=O)C)=C1 2-(but-2-en-1-yl)-7-((2S,5r)-2,5-dimethyl-4-((S)-1-(3-methylquinoxalin-6-yl)ethyl)piperazin-1-yl)-4-methyl-2,4-dihydro-5H-pyrazolo[4,3-b]pyridin-5-one